O=S1(N(CC(N1)=O)C1=C(C=C(C=C1O)C=1SC(=CN1)C(=O)NCCC(C)C)F)=O 2-(4-(1,1-Dioxo-4-oxo-1,2,5-thiadiazolidin-2-yl)-3-fluoro-5-hydroxyphenyl)-N-isopentylthiazole-5-carboxamide